(2,4-dimethyl)phenylthiocyanate CC1=C(C=CC(=C1)C)SC#N